4-amino-N-(1-(3-chloro-2-fluorobenzyl)-6-methylisoquinolin-5-yl)thieno[3,2-d]pyrimidine-7-carboxamide NC=1C2=C(N=CN1)C(=CS2)C(=O)NC2=C1C=CN=C(C1=CC=C2C)CC2=C(C(=CC=C2)Cl)F